IC1=CC(=C(C=C1)CN1N=CC=C1)C 1-[(4-iodo-2-methylphenyl)methyl]-1H-pyrazol